Br.FC(C(C)(C)C1=NNC(=N1)CN)(C)F (3-(3,3-difluoro-2-methylbutan-2-yl)-1H-1,2,4-triazol-5-yl)methanamine hydrobromide